CN(C=1C(C(C1NCC=1N=CSC1)=O)=O)CC1=CC=C(C=C1)C1=NOC(=N1)C(F)(F)F 3-(methyl(4-(5-(trifluoromethyl)-1,2,4-oxadiazol-3-yl)benzyl)amino)-4-((thiazol-4-ylmethyl)amino)cyclobut-3-ene-1,2-dione